2-(4-(benzyloxy)-2-(ethyl-d5)-5-fluorophenyl)-4,4,5,5-tetramethyl-1,3,2-dioxaborolane C(C1=CC=CC=C1)OC1=CC(=C(C=C1F)B1OC(C(O1)(C)C)(C)C)C(C([2H])([2H])[2H])([2H])[2H]